FC(C1=NN(C=C1)CC1CC2(CN(C2)C(=O)N2CC3(C2)NC(COC3)=O)C1)(F)F 2-[6-[[3-(trifluoromethyl)pyrazol-1-yl]methyl]-2-azaspiro[3.3]heptane-2-carbonyl]-8-oxa-2,5-diazaspiro[3.5]nonan-6-one